CC=1N(C(=CC1)C)C1=NN2C(C(=CC=C2)F)=N1 2-(2,5-dimethyl-1H-pyrrol-1-yl)-8-fluoro-[1,2,4]triazolo[1,5-a]-pyridine